2-benzyloxy-4-bromo-1,5-difluoro-3-iodo-benzene C(C1=CC=CC=C1)OC1=C(C=C(C(=C1I)Br)F)F